BrC=1C(=C2C(=NC1)N(CC21CCC(CC1)(C(=O)OC(C)(C)C)S(=O)(=O)C)C(=O)OC(C)(C)C)Cl di-tert-butyl 5'-bromo-4'-chloro-4-(methylsulfonyl)spiro[cyclohexane-1,3'-pyrrolo[2,3-b]pyridine]-1',4(2'H)-dicarboxylate